N-(2-amino-4-morpholino-6-(3-(m-tolyl)-1H-pyrazol-1-yl)pyridin-3-yl)picolinamide NC1=NC(=CC(=C1NC(C1=NC=CC=C1)=O)N1CCOCC1)N1N=C(C=C1)C=1C=C(C=CC1)C